FC1(CC(CN(C1)C=1C=2N(C=C(C1)C=1C=NN(C1)C)N=CC2)NC(OC(C)(C)C)=O)F tert-butyl (5,5-difluoro-1-(6-(1-methyl-1H-pyrazol-4-yl)pyrazolo[1,5-a]pyridin-4-yl)piperidin-3-yl)carbamate